BrC(C[Si](OC)(OC)OC)(C(Br)Br)Br 2,2,3,3-tetrabromopropyltrimethoxysilane